COC1=CC(=NC=C1)C(=O)NC 4-methoxy-N-methylpyridineamide